C(#N)C=1C(=NN(C1NC)C1COCC1)C1=CC=C(C=C1)CNC(C1=C(C=CC=C1)OC)=O N-[[4-[4-cyano-5-(methylamino)-1-tetrahydrofuran-3-yl-pyrazol-3-yl]phenyl]methyl]-2-methoxy-benzamide